1-[3-(4-amino-7-methyl-5-{4-[(6-methylpyridin-2-yl)oxy]phenyl}-7H-pyrrolo[2,3-d]pyrimidin-6-yl)-2,5-dihydro-1H-pyrrol-1-yl]prop-2-en-1-one NC=1C2=C(N=CN1)N(C(=C2C2=CC=C(C=C2)OC2=NC(=CC=C2)C)C=2CN(CC2)C(C=C)=O)C